BrCCCOC1=CC=C(/C=C/C2=CC(=CC(=C2)OC)OC)C=C1 (E)-1-(4-(3-bromopropyloxy)styryl)-3,5-dimethoxybenzene